ONC(C#C)=O N-hydroxypropiolamide